N(=C=O)CCC[SiH2]C(OC)OC 3-isocyanatopropyldimethoxymethylsilane